C(#N)C1=C(N=C2N1C=CC(=C2)C(=O)O)C2=C(C(=CC=C2C=2C(=NN(C2)C)F)F)F 3-cyano-2-(2,3-difluoro-6-(3-fluoro-1-methyl-1H-pyrazol-4-yl)phenyl)imidazo[1,2-a]pyridine-7-carboxylic acid